1-(3-(3-methoxy-6-(5-methyl-1H-indazol-4-yl)imidazo[1,2-a]pyridin-2-yl)azetidin-1-yl)prop-2-en-1-one COC1=C(N=C2N1C=C(C=C2)C2=C1C=NNC1=CC=C2C)C2CN(C2)C(C=C)=O